C(C)(C)(C)OC(=O)N1C[C@@H](CC1)N1N=CC(=C1C(=O)OC)Cl Methyl (R)-1-(1-(tert-butoxycarbonyl)pyrrolidin-3-yl)-4-chloro-1H-pyrazole-5-carboxylate